tert-butyl (2-((2-amino-7-bromoquinolin-4-yl)amino)ethyl)carbamate NC1=NC2=CC(=CC=C2C(=C1)NCCNC(OC(C)(C)C)=O)Br